3-(3-fluoro-4-morpholinylphenyl)-1-(isoquinolin-1-yl)-1H-1,2,4-triazole-3,5-diamine FC=1C=C(C=CC1N1CCOCC1)C1(NN(C(=N1)N)C1=NC=CC2=CC=CC=C12)N